acetyl (ethyl acetate) C(C)CC(=O)OC(C)=O